C(C)OC(=O)C1=CC(=NN1CC(F)(F)F)C 3-methyl-1-(2,2,2-trifluoroethyl)-1H-pyrazole-5-carboxylic acid ethyl ester